cyclohepta[b]indole-4-carboxamide C1=C2C=3C(=NC2=C(C=C1)C(=O)N)C=CC=CC3